ClC1=CC=C(C=N1)CNC N-[(6-chloropyridin-3-yl)methyl]-N-methylamine